(1r,3r)-3-(3-(6-((2,7-dimethyl-1,4-oxaazepan-4-yl)methyl)-1-oxo-4-(trifluoromethyl)isoindolin-2-yl)phenyl)-3-((4-methyl-4H-1,2,4-triazol-3-yl)methyl)cyclobutane-1-carbonitrile CC1OC(CCN(C1)CC1=CC(=C2CN(C(C2=C1)=O)C=1C=C(C=CC1)C1(CC(C1)C#N)CC1=NN=CN1C)C(F)(F)F)C